manganese tin nickel [Ni].[Sn].[Mn]